4-nitro-isoindoline [N+](=O)([O-])C1=C2CNCC2=CC=C1